(1-phenethyl-1H-pyrazolo[4,3-b]Pyridin-5-yl)methanol C(CC1=CC=CC=C1)N1N=CC2=NC(=CC=C21)CO